C1=CC=C2C=CC=C3C2=C1C=1C=C[SiH2]C13 acenaphtho-silole